[Sn]=O.[Si].[Mg] magnesium-silicon-tin oxide